C[C@@H]1CN(C[C@@H](O1)C)C1=CC=C(C=N1)NC(=O)C=1C(=C(C=CC1)C1=CC=C(C=C1)OC(F)(F)F)C N-[6-(cis-2,6-dimethyl-morpholin-4-yl)pyridine-3-yl]-2-methyl-4'-(trifluoromethoxy)-[1,1'-biphenyl]-3-formamide